sodium octanoyl-glycine C(CCCCCCC)(=O)NCC(=O)O.[Na]